3-acetyl-4-hydroxy-1-naphthoic acid ethyl ester C(C)OC(=O)C1=CC(=C(C2=CC=CC=C12)O)C(C)=O